BrC=1C=CC(=NC1)N1C[C@@H](O[C@@H](C1)C)C (2S,6R)-4-(5-bromopyridin-2-yl)-2,6-dimethylmorpholine